IC1=C(C(OC(=C1)C(=O)OC)=O)OCCOC methyl 4-iodo-3-(2-methoxyethoxy)-2-oxo-2H-pyran-6-carboxylate